C(C=C)(=O)OCCOCCOC1=CC=C(C(=O)C2=C(C(=O)O)C=CC=C2)C=C1 2-(4-(2-(2-(Acryloyloxy)ethoxy)ethoxy)benzoyl)benzoic acid